C12CNCC(CC1)N2C=2C=C1C(N(C(C1=CC2)=O)N2C(NC(CC2)=O)=O)=O 5-(3,8-diazabicyclo[3.2.1]octan-8-yl)-2-(2,4-dioxotetrahydropyrimidine-1(2H)-yl)isoindoline-1,3-dione